CN1N=CC(=C1)C1N(OCC1)C(=O)C1CCN(CC1)C1=NC=CC(=N1)C(=O)N 2-[4-[3-(1-methylpyrazol-4-yl)isoxazolidine-2-carbonyl]-1-piperidinyl]pyrimidine-4-carboxamide